[N+](=[N-])=C(C(=O)OCC1=CC=C(C=C1)[N+](=O)[O-])C([C@H](C)[C@H]1NC([C@@H]1[C@@H](C)O)=O)=O 4-nitrobenzyl (R)-2-diazo-4-((2R,3S)-3-((R)-1-hydroxyethyl)-4-oxoazetidin-2-yl)-3-oxopentanoate